[Si](C1=CC=CC=C1)(C1=CC=CC=C1)(C(C)(C)C)OCC[C@H]1N(CC2=C1C(=NC(=C2)C(=O)OCC)C2=CC=CC=C2)C(NC(C)C)=O Ethyl (R)-3-(2-((tert-butyldiphenylsilyl)oxy)ethyl)-2-(isopropylcarbamoyl)-4-phenyl-2,3-dihydro-1H-pyrrolo[3,4-c]pyridine-6-carboxylate